4,4'-(perfluoro-cyclopent-1-ene-1,2-diyl)bis(5-methylthiophene-2-formaldehyde) FC1(C(=C(C(C1(F)F)(F)F)C=1C=C(SC1C)C=O)C=1C=C(SC1C)C=O)F